1-(2,4-Difluoro-phenyl)-3-[4-(3-dimethylamino-propoxy)-3-(2-methyl-2H-pyrazol-3-yl)-phenyl]-urea FC1=C(C=CC(=C1)F)NC(=O)NC1=CC(=C(C=C1)OCCCN(C)C)C=1N(N=CC1)C